FC1=CC=C2C=C(C=NC2=C1F)C1=N[C@H]([C@H](C2=C(C=CC=C12)Cl)C)C |r| 7,8-difluoro-3-[rac-(3S,4S)-5-chloro-3,4-dimethyl-3,4-dihydroisoquinolin-1-yl]quinoline